(S)-methyl (5-((2-amino-2,4-dimethylpentyl)oxy)-5'-fluoro-6-methyl-[2,4'-bipyridin]-2'-yl)carbamate N[C@](COC=1C=CC(=NC1C)C1=CC(=NC=C1F)NC(OC)=O)(CC(C)C)C